3-(1-oxo-5-(((1S,2R)-2-(3-(quinolin-2-yl)azetidin-1-yl)cyclohexyl)oxy)isoindolin-2-yl)piperidine-2,6-dione O=C1N(CC2=CC(=CC=C12)O[C@@H]1[C@@H](CCCC1)N1CC(C1)C1=NC2=CC=CC=C2C=C1)C1C(NC(CC1)=O)=O